ClC1=C(C=CC(=C1)C(F)(F)F)NC(CN1C=2N(C(C3=C1CCC31CCNCC1)=O)N=C(N2)C2=CC=C(C=C2)OC)=O N-(2-chloro-4-(trifluoromethyl)phenyl)-2-(2-(4-methoxyphenyl)-8-oxo-5,8-dihydrospiro[cyclopenta[d][1,2,4]triazolo[1,5-a]pyrimidine-7,4'-piperidin]-4(6H)-yl)acetamide